ClC=1C=C(CNC(=O)[C@H]2N(C[C@@H](C2)F)C(CN2N=C(C3=CC(=CC=C23)C2=CN=NC=C2)C(=O)N)=O)C=C(C1)F 1-(2-((2S,4R)-2-(3-chloro-5-fluorobenzylcarbamoyl)-4-fluoropyrrolidin-1-yl)-2-oxoethyl)-5-(pyridazin-4-yl)-1H-indazole-3-carboxamide